7-(2-(4-fluorophenyl)-4,5,6,7-tetrahydropyrazolo[1,5-a]pyrazin-3-yl)-2,3-dihydrofuro[3,2-b]pyridine FC1=CC=C(C=C1)C1=NN2C(CNCC2)=C1C1=C2C(=NC=C1)CCO2